The molecule is an aldehyde that is acetaldehyde in which one of the methyl hydrogens has been replaced by a methylsulfanyl group. It is an aldehyde and a methyl sulfide. It derives from an acetaldehyde. CSCC=O